(P)-1-(5-fluoro-2-methoxy-4-(3,3,3-trifluoropropyl)phenyl)-N-(1,2-oxazol-3-yl)-2-oxo-1,2-dihydro-6-quinolinesulfonamide FC=1C(=CC(=C(C1)N1C(C=CC2=CC(=CC=C12)S(=O)(=O)NC1=NOC=C1)=O)OC)CCC(F)(F)F